oleat C(CCCCCCC\C=C/CCCCCCCC)(=O)[O-]